2,3,5,6-tetrafluoro-4-hydroxybenzonitrile FC1=C(C#N)C(=C(C(=C1F)O)F)F